CC(C1=CC=C(C=C1)Cl)C2=C(C(=CC(=C2)[N+](=O)[O-])[N+](=O)[O-])O The molecule is a member of the class of phenols that is 2,4-dinitrophenol which is substituted at position 6 by a 1-(p-chlorophenyl)ethyl group. A metaquinone-8 inhibitor. It has a role as a quinol oxidation site inhibitor. It is a C-nitro compound, a member of phenols and a member of monochlorobenzenes.